FC1=NC=CC(=C1)C1=CC(=C2C=NN(C2=C1)CCCN1CCOCC1)NCC1CCN(CC1)C(=O)NC(C)C 4-(((6-(2-fluoropyridin-4-yl)-1-(3-morpholinopropyl)-1H-indazol-4-yl)amino)methyl)-N-isopropylpiperidine-1-carboxamide